BrC1=CC=C(C=C1)C(C=CC1=CC=CC=C1)=O 1-(4-bromophenyl)-3-phenylpropa-2-en-1-one